3-isopropylhexahydro-2H-pyrazino[1,2-a]pyrazin-1(6H)-one C(C)(C)C1NC(C2N(C1)CCNC2)=O